(S)-(1-isopropyl-1H-pyrazol-5-yl)(4-(7-methoxybenzo[d]oxazol-2-yl)-6,7-dihydro-1H-imidazo[4,5-c]pyridin-5(4H)-yl)methanone C(C)(C)N1N=CC=C1C(=O)N1[C@@H](C2=C(CC1)NC=N2)C=2OC1=C(N2)C=CC=C1OC